FC(N1N=C(C2=CC(=CC=C12)C(=O)O)C)F 1-(difluoromethyl)-3-methyl-1H-indazole-5-carboxylic acid